1-methyl-4-(2-nitrophenyl)piperazine CN1CCN(CC1)C1=C(C=CC=C1)[N+](=O)[O-]